3,3-dimethyl-azetidinium CC1(C[NH2+]C1)C